CC(C)ONC(C=C)=O N-(1-methylethoxy)acrylamide